FC(C(=O)O)(F)F.FC1CNCCC1N1CCC(CC1)N1N=C(C=2C1=NC=NC2N)C2=CC=C(C=C2)OC2=CC=CC=C2 1-(3'-fluoro-[1,4'-bipiperidin]-4-yl)-3-(4-phenoxyphenyl)-1H-pyrazolo[3,4-d]pyrimidin-4-amine trifluoroacetate